N8-(3,5-Bis(trifluoromethyl)phenyl)-N2-(tert-butyl)-9-(piperidin-4-yl)-9H-purine-2,8-diamine FC(C=1C=C(C=C(C1)C(F)(F)F)NC=1N(C2=NC(=NC=C2N1)NC(C)(C)C)C1CCNCC1)(F)F